CCCCCCCCCCCCCCCCCCCCCCCCCCCCCCCCCCCCCCCCCCCCCCCCCCCCCCCCCCCCCCC n-Trihexacontane